COC1=CC=C(OCCCN(CCC2=CC=C(OC(C(=O)OCC)(C)C)C=C2)C2=CC(=CC(=C2)C)C)C=C1 Ethyl 2-[4-[2-[(3-(4-methoxyphenoxy) propyl) (3,5-dimethylphenyl) amino] ethyl] phenoxy]-2-methylpropionate